NC1=C(C=2C(=NN(C2C(F)(F)F)CC(C)C)N1C1=C(C(=CC=C1C)O)C)C(=O)N (S)-5-amino-6-(3-hydroxy-2,6-dimethylphenyl)-2-isobutyl-3-(trifluoromethyl)-2,6-dihydropyrrolo[2,3-c]pyrazole-4-carboxamide